5,7-dimethyl-1-tosyl-1H-indol-4-ol CC1=C(C=2C=CN(C2C(=C1)C)S(=O)(=O)C1=CC=C(C)C=C1)O